N[C@@H](CC(=O)OCC)C=1C=C(C(=CC1)F)C1=C(C=CC=C1C)C ethyl (S)-3-amino-3-(6-fluoro-2',6'-dimethylbiphenyl-3-yl)propanoate